C1(CCCC1)C1=CC=C(C=C1)N1C=2C(C3=CC(=CC=C13)C(=O)OCC)=CN(N2)C ethyl 8-(4-cyclopentylphenyl)-2-methyl-2H,8H-pyrazolo[3,4-b]indole-5-carboxylate